C1(CC1)C1=C(C=C(C=N1)C1=NC(=C(C(=C1)N(C)CC1(CCCC1)COCC)[N+](=O)[O-])N)C(F)(F)F 6'-Cyclopropyl-N4-{[1-(ethoxymethyl)cyclopentyl]methyl}-N4-methyl-5-nitro-5'-(trifluoromethyl)[2,3'-bipyridin]-4,6-diamine